O1C(CCCC1)ONC(=O)CCCCCCC(=O)N1CCN(CC1)C1=CC=C(C=C1)C#CC1=CC=C(C=N1)/C=C/C(=O)OCC(C)C 2-methylpropyl (2E)-3-(6-{2-[4-(4-{7-[(oxan-2-yloxy)carbamoyl]heptanoyl} piperazin-1-yl) phenyl] ethynyl} pyridin-3-yl)prop-2-enoate